The molecule is a precorrin carboxylic acid anion obtained by deprotonation of the carboxy groups of cobalt-precorrin-4; major species at pH 7.3. It is a conjugate base of a cobalt-precorrin-4. CC1C23C4=C([C@@](C(=N4)CC5=C(C(=C([N-]5)/C=C\\6/[C@H]([C@](C(=N6)/C=C(\\[N-]2)/[C@H]([C@@]3(CC(=O)O1)C)CCC(=O)[O-])(C)CC(=O)[O-])CCC(=O)[O-])CC(=O)[O-])CCC(=O)[O-])(C)CCC(=O)[O-])CC(=O)[O-].[Co]